2,2-di(hydroxymethyl)-1,3-propanediol OCC(CO)(CO)CO